1-(4-chlorophenyl)-N-hydroxycyclobutane-1-carboximidamide ClC1=CC=C(C=C1)C1(CCC1)C(NO)=N